7-oxo-1,6-diazabicyclo[3.2.1]oct-3-ene-2-carboxamide O=C1NC2C=CC(N1C2)C(=O)N